5-{[6-(3-cyanobenzamido)spiro[3.3]heptan-2-yl]oxy}thieno[3,2-b]pyridine-6-carboxamide C(#N)C=1C=C(C(=O)NC2CC3(CC(C3)OC3=C(C=C4C(=N3)C=CS4)C(=O)N)C2)C=CC1